FC1=C(CNC2=NN=C3N2C(=CC=C3)C)C=CC(=C1)B1OC(C(O1)(C)C)(C)C N-(2-fluoro-4-(4,4,5,5-tetramethyl-1,3,2-dioxaborolan-2-yl)benzyl)-5-methyl-[1,2,4]triazolo[4,3-a]pyridin-3-amine